C1(CC1)C(=O)N1CC2(C1)CNC2 cyclopropyl-(2,6-diazaspiro[3.3]heptan-2-yl)methanone